4-cyclopropyl-1H-pyrazole C1(CC1)C=1C=NNC1